trans-3-[(3S)-2-[4-[(2,8-dimethyl-[1,2,4]triazolo[1,5-a]pyridin-6-yl)methyl]cyclohexanecarbonyl]isoxazolidin-3-yl]-5-fluoro-benzonitrile CC1=NN2C(C(=CC(=C2)C[C@@H]2CC[C@H](CC2)C(=O)N2OCC[C@H]2C=2C=C(C#N)C=C(C2)F)C)=N1